N=1N=CN2C1C(CCC2)O 5H,6H,7H,8H-[1,2,4]Triazolo[4,3-a]Pyridin-8-ol